di(2-chlorobenzoyl) peroxide ClC1=C(C(=O)OOC(C2=C(C=CC=C2)Cl)=O)C=CC=C1